CN(C)CC1=CC=CC=C1NC1=CC=CC=C1 N,N-dimethylanilinebenzylamine